C(CCC)C(CCOC(C(CCCCCC)N(CCCNC(=O)C1(COCC1)C)CCCCCCCC(=O)OC(CCCCCCCC)CCCCCCCC)=O)CCCC ((8-(heptadec-9-yloxy)-8-oxooctyl)(3-(3-methyltetrahydrofuran-3-carboxamido)propyl)amino)octanoic acid 3-butylheptyl ester